3-methoxy-N,N-dimethylbenzenesulfonamide COC=1C=C(C=CC1)S(=O)(=O)N(C)C